5-(4-fluoro-2-methyl-1-(1-methylpiperidin-4-yl)-1H-benzo[d]imidazol-6-yl)-N-(pyridin-4-yl)-7H-pyrrolo[2,3-d]pyrimidin-2-amine FC1=CC(=CC=2N(C(=NC21)C)C2CCN(CC2)C)C2=CNC=1N=C(N=CC12)NC1=CC=NC=C1